(5-((2S,4S)-1-((4-fluorophenyl)sulfonyl)-4-phenylpyrrolidin-2-yl)-1,2,4-oxadiazole-3-yl)methanamine FC1=CC=C(C=C1)S(=O)(=O)N1[C@@H](C[C@H](C1)C1=CC=CC=C1)C1=NC(=NO1)CN